S(=O)(=O)(O)C1C(C2=CC=CC=C2CC1)=O sulfotetralone